ClC=1C(=CC=C2N=CC(=NC12)C=1C=NN(C1)CC(=O)N1CC(C1)O)OC1=CC2=C(N=C(N2COCC[Si](C)(C)C)C)C=C1 2-[4-[8-chloro-7-[2-methyl-3-(2-trimethylsilylethoxymethyl)benzimidazol-5-yl]oxy-quinoxalin-2-yl]pyrazol-1-yl]-1-(3-hydroxyazetidin-1-yl)ethanone